FC=1C(=NC=C(C1)C(F)(F)F)N1CC2(CN(C2)C(=O)N2CC3(C2)NC(OC3)=O)C1 2-[6-[3-fluoro-5-(trifluoromethyl)-2-pyridyl]-2,6-diazaspiro[3.3]heptane-2-carbonyl]-7-oxa-2,5-diazaspiro[3.4]octan-6-one